FC1(CN(CC1)C1=CC2=C(N=CNC2=O)C(=N1)C1=C(C(=CC=C1C)OC)C)F 6-(3,3-difluoropyrrolidin-1-yl)-8-(3-methoxy-2,6-dimethylphenyl)pyrido[3,4-d]pyrimidin-4(3H)-one